CC(C(=O)O)(C([C@H](CC(C)C)NC([C@H](C(C)C)NC(CCCCC(C)C)=O)=O)=O)C (4S)-2,2,6-Trimethyl-4-[(2S)-3-methyl-2-(6-methylheptanamido)butanamido]-3-oxoheptanoic acid